(5R)-N-[5-(4-tert-butoxyphenyl)-4-methylthiazol-2-yl]-8-oxo-6,7-dihydro-5H-indolizine-5-carboxamide C(C)(C)(C)OC1=CC=C(C=C1)C1=C(N=C(S1)NC(=O)[C@@H]1N2C=CC=C2C(CC1)=O)C